5-(3,3-difluoro-4-(piperazin-1-yl)piperidin-1-yl)-2-(2,4-dioxotetrahydropyrimidin-1(2H)-yl)isoindoline-1,3-dione FC1(CN(CCC1N1CCNCC1)C=1C=C2C(N(C(C2=CC1)=O)N1C(NC(CC1)=O)=O)=O)F